(2E)-3-[3-(2-methoxyethoxy)phenyl]prop-2-enal COCCOC=1C=C(C=CC1)/C=C/C=O